1-(4-hydroxyphenyl)-3-(oxetan-3-ylmethyl)imidazolidin-2-one OC1=CC=C(C=C1)N1C(N(CC1)CC1COC1)=O